C(C)(C)(C)OC(CCC(=O)N1CC2=CC(=C(C(=C2C1)F)OCCCOC=1C(=CC2=C(C=C(S2)C(CCC(=O)OCC)=O)C1F)OC)OC)=O ethyl 4-[5-[3-[2-(4-tert-butoxy-4-oxo-butanoyl)-4-fluoro-6-methoxy-isoindolin-5-yl]oxypropoxy]-4-fluoro-6-methoxy-benzothiophen-2-yl]-4-oxo-butanoate